FC=1C=CC(=NC1)C1=NN2C(COCC2)=C1C1=C2C(=NC(=C1)C)NN=C2 2-(5-Fluoro-2-pyridyl)-3-(6-methyl-1H-pyrazolo[3,4-b]pyridin-4-yl)-6,7-dihydro-4H-pyrazolo[5,1-c][1,4]oxazine